tert-butyl 3-cyclopropyl-5-{1-[3-(difluoromethyl)phenyl]-5-oxopyrrolidine-3-amido}-1H-pyrazole-1-carboxylate C1(CC1)C1=NN(C(=C1)NC(=O)C1CN(C(C1)=O)C1=CC(=CC=C1)C(F)F)C(=O)OC(C)(C)C